N1(CCNCC1)CCCCCOC1=CC=C2C=C(C(OC2=C1)=NO)C(C)=O 7-[5-(1-piperazinyl)pentyloxy]-3-acetylcoumarin oxime